(R)-N-(1-cyanopyrrolidin-3-yl)-3-fluoro-4-(1-methyl-1H-pyrazol-4-yl)benzamide C(#N)N1C[C@@H](CC1)NC(C1=CC(=C(C=C1)C=1C=NN(C1)C)F)=O